COC(=O)C1=COC(=C1)C1=CC=2N(C=C1)N=CC2C=2C=NN(C2)C.N2=CC=CC1=C(C=C3C=CC=NC3=C21)C2=CC(=CC(=C2)C2=C1C=CC=NC1=C1N=CC=CC1=C2)C2=C1C=CC=NC1=C1N=CC=CC1=C2 1,3,5-tris(1,10-phenanthroline-5-yl)benzene methyl-5-[3-(1-methylpyrazol-4-yl)pyrazolo[1,5-a]pyridin-5-yl]furan-3-carboxylate